METHYLCYTOSINE CN1C=CC(=NC1=O)N